BrC1=CC=C(C=C1)[C@]12[C@](C3=C(C=NC=C3OC)O1)(C(C([C@H]2C2=CC=CC=C2)C(=O)N(C)C)=O)O |r| Rac-(4bR,7S,7aR)-7a-(4-bromophenyl)-4b-hydroxy-4-methoxy-N,N-dimethyl-5-oxo-7-phenyl-4b,6,7,7a-tetrahydro-5H-cyclopenta[4,5]furo[2,3-c]pyridine-6-carboxamide